BrC=1C=CC(=NC1)NC1=CC(=C(C=N1)C(=O)NC)NC=1C=NC=C(C1OC)C1=NC=C(C=N1)F 6-[(5-bromopyridin-2-yl)amino]-4-{[5-(5-fluoropyrimidin-2-yl)-4-methoxypyridin-3-yl]amino}-N-methylpyridine-3-carboxamide